((2R,3R,4R,5R)-4-fluoro-3-hydroxy-4-methyl-5-(6-(methylamino)-2-propionamido-9H-purin-9-yl)tetrahydrofuran-2-yl)methyl-2-cyclohexylacetate F[C@@]1([C@@H]([C@H](O[C@H]1N1C2=NC(=NC(=C2N=C1)NC)NC(CC)=O)COC(CC1CCCCC1)=O)O)C